ClC1=NC=C(C(=N1)NCC1=NN(C=C1)C(C1=CC=CC=C1)(C1=CC=CC=C1)C1=CC=CC=C1)C(F)(F)F 2-chloro-5-(trifluoromethyl)-N-[(1-tritylpyrazol-3-yl)methyl]Pyrimidine-4-amine